C(C)(C)(C)N1CCC(CC1)O tertbutyl-4-hydroxypiperidine